CC1(N(C1)C(=O)[O-])C(=O)[O-] 2-methylaziridine-1,2-dicarboxylate